4-(2,2-difluoro-7-((5-methoxy-7-methyl-1H-indol-4-yl)methyl)-7-azaspiro[3.5]nonan-6-yl)-N-((1-methylazetidin-3-yl)methyl)benzamide FC1(CC2(C1)CC(N(CC2)CC2=C1C=CNC1=C(C=C2OC)C)C2=CC=C(C(=O)NCC1CN(C1)C)C=C2)F